C(C=C)C1C(CC(C1CO[Si](C(C)(C)C)(C)C)OC1OCCCC1)O 2-allyl-3-({[dimethyl(2-methyl-2-propanyl)silyl]oxy}methyl)-4-(tetrahydro-2H-pyran-2-yloxy)cyclopentanol